6-oxo-4-(thien-2-yl)-1,6-dihydropyrimidine-5-Nitrile O=C1C(=C(N=CN1)C=1SC=CC1)C#N